BrCC(=O)C=1SC=CN1 2-bromo-1-(thiazol-2-yl)ethanone